O=C1CC[C@H](N1)COC1=NC=CC=2C=C3C(=CC12)C(=CNC3=O)C=3C=NC=CC3 (S)-6-((5-oxopyrrolidin-2-yl)methoxy)-4-(pyridin-3-yl)pyrido[3,4-g]isoquinolin-1(2H)-one